Triazolo[4,5-d]pyrimidine N1N=NC=2N=CN=CC21